C1(CCCCC1)[C@@H](C(=O)NC1=CC=C(C=C1)C=1C(=NNC1C)C)NC(=O)N1C(CCC1)CCCO N-[(1S)-1-cyclohexyl-2-[4-(3,5-dimethyl-1H-pyrazol-4-yl)anilino]-2-oxo-ethyl]-2-(3-hydroxypropyl)-pyrrolidine-1-carboxamide